phenyl (1-(5,7-difluoro-3-methylbenzofuran-2-yl)-2,2,2-trifluoroethyl)carbamate FC=1C=C(C2=C(C(=C(O2)C(C(F)(F)F)NC(OC2=CC=CC=C2)=O)C)C1)F